C(#N)C1=C2C(NN=C(C2=CC(=C1)C=1C=NN(C1C1=C(C2=CC=CC=C2C=C1F)C#N)CC(C)(C)C)CNC(OC(=O)OC(C)(C)C)=O)=O (tert-butoxycarbonyl) ((5-cyano-7-(5-(1-cyano-3-fluoronaphthalen-2-yl)-1-tert-butyl methyl-1H-pyrazol-4-yl)-4-oxo-3,4-dihydrophthalazin-1-yl)methyl)carbamate